CNC=1N=C(C(=NC1C=1C2=C(C=NC1)N(C=N2)C)C(=O)N)NC=2C=NC(=C(C2)C)N2C[C@@H](OCC2)C 5-(Methylamino)-6-(3-methylimidazo[4,5-c]pyridin-7-yl)-3-[[5-methyl-6-[(2S)-2-methylmorpholin-4-yl]-3-pyridyl]amino]pyrazin-2-carboxamid